OC1CCCC1 (1R,2R,3S)-2-hydroxycyclopentane